ClC1=C(C=CC=C1)CS(=O)(=O)NC1=CC=C(C=C1)N1C2=C(NC(CC1=O)=O)C=C(C=C2)OC (2-chlorophenyl)-N-[4-(2,4-dioxo-7-methoxy-1H-benzo[1,2-b][1,4]diazepin-1-yl)phenyl]methanesulfonamide